OCCCCCCCCCCCCCCC(=O)[O-].[Ca+2].OCCCCCCCCCCCCCCC(=O)[O-] calcium 15-hydroxypentadecanoate